N-[(3R)-8-fluoro-1,1,4-trioxo-7-[5-(2,2,2-trifluoroethyl)-1,3,4-oxadiazol-2-yl]-5-[[4-(trifluoromethoxy)phenyl]methyl]-2,3-dihydro-1λ6,5-benzothiazepin-3-yl]-2-(methylamino)propanamide FC1=CC2=C(N(C([C@H](CS2(=O)=O)NC(C(C)NC)=O)=O)CC2=CC=C(C=C2)OC(F)(F)F)C=C1C=1OC(=NN1)CC(F)(F)F